BrC1=CC2=C(N=C(O2)N2CCOCC2)C=C1OC 6-Bromo-5-methoxy-2-morpholinobenzo[d]oxazole